ClC=1C(=NC(=NC1)N[C@@H]1C[C@H]2CO[C@@H]([C@H]1O)O2)C=2C=C(C1=C(N(C(=N1)N1C(OC[C@@H]1C)=O)C(C)C)C2)F (S)-3-(6-(5-chloro-2-(((1S,3R,4S,5R)-4-hydroxy-6,8-dioxabicyclo[3.2.1]octan-3-yl)amino)pyrimidin-4-yl)-4-fluoro-1-isopropyl-1H-benzo[d]imidazol-2-yl)-4-methyloxazolidin-2-one